C1(=CC=CC=C1)C(C1=CC=CC=C1)=NC1=NC=CC2=C1C(=CN2[C@H]2C[C@@H](N(C2)C(=O)OC(C)(C)C)COC)C#CC2=CC1=C(N(C=N1)CC)C=C2 (2R,4S)-tert-butyl 4-(4-((diphenylmethylene)amino)-3-((1-ethyl-1H-benzo[d]imidazol-5-yl)ethynyl)-1H-pyrrolo[3,2-c]pyridin-1-yl)-2-(methoxymethyl)pyrrolidine-1-carboxylate